N[C@H]1CN(C[C@@H](C1)F)C(=O)C1=CC2=C(N(C(=N2)C2=CC=3C(=NC(=CC3)C3=C(C=C(C=C3)O)OC)N2CC2CC2)C)C(=C1)OC 4-(2-{5-[(3R,5R)-3-amino-5-fluoropiperidine-1-carbonyl]-7-methoxy-1-methyl-1H-1,3-benzodiazol-2-yl}-1-(cyclopropylmethyl)-1H-pyrrolo[2,3-b]pyridin-6-yl)-3-methoxyphenol